Imidazo[1,2-a]pyridine-3-carboxylic acid [7-(3,6-dihydro-2H-pyran-4-yl)-4-methoxy-thiazolo[4,5-c]pyridin-2-yl]-amide O1CCC(=CC1)C=1C2=C(C(=NC1)OC)N=C(S2)NC(=O)C2=CN=C1N2C=CC=C1